NC1=C(C(NC2=C(C=CC=C12)C=1C=NC=CC1OC(C)C)=O)C(=O)NCCC 4-Amino-8-(4-isopropoxypyridin-3-yl)-2-oxo-N-propyl-1,2-dihydroquinoline-3-carboxamide